BrC1=CC=CC2=C1OCCCN2C2=NC=1N(C3=CC(=CC=C23)Cl)C=NN1 9-bromo-5-(8-chloro-[1,2,4]triazolo[4,3-a]quinazolin-5-yl)-2,3,4,5-tetrahydrobenzo[b][1,4]oxazepine